benzyl (S)-3-[p-(benzyloxy)phenyl]-2-[(tert-butyl) (oxycarbonylamino)]propionate C(C1=CC=CC=C1)OC1=CC=C(C=C1)C[C@@H](C(=O)OCC1=CC=CC=C1)NC(=O)OC(C)(C)C